COC(CCCCCCCCCC1C(C1)CCCCCCC(CCCCCCCCC)OC(CCCN(C)C)=O)=O methyl-10-[2-(7-{[4-(dimethylamino)butanoyl]oxy}hexadecyl)cyclopropyl]decanoate